OC(C=CC=CCC=CCC=CCCCC(=O)NCCCC(=O)O)CCCCC N-(15-hydroxy-5,8,11,13-eicosatetraenoyl)-γ-aminobutyric acid